phenylmethyl-Diethoxysilane C1(=CC=CC=C1)C[SiH](OCC)OCC